FC1=C(C=CC(=C1)F)N1N=C(C2=CC=CC=C2C1=O)C=1C=C(C=CC1)C1(CCCC1)C(=O)O 1-(3-(3-(2,4-difluorophenyl)-4-oxo-3,4-dihydro-phthalazin-1-yl)phenyl)cyclopentane-1-carboxylic acid